FC=1C=C2C(=CNC(C2=CC1F)=O)C(C)N(C(=O)NC1=CC=C(C=C1)F)C 1-(1-(6,7-difluoro-1-oxo-1,2-dihydroisoquinolin-4-yl)ethyl)-3-(4-fluorophenyl)-1-methyl-urea